(4-bromo-1-(thiophen-2-yl)-1H-pyrrol-2-yl)(3,4,5-trimethoxyphenyl)methanone BrC=1C=C(N(C1)C=1SC=CC1)C(=O)C1=CC(=C(C(=C1)OC)OC)OC